FC1=CC=C(C=C1)N1C(C(=C(C=C1)C)C#N)=O (4-fluorophenyl)-4-methyl-2-oxo-1,2-dihydropyridine-3-carbonitrile